(2-fluoro-[1,1'-biphenyl]-3-yl)boronic acid FC1=C(C=CC=C1B(O)O)C1=CC=CC=C1